(2-(5'-fluoro-1'-methyl-3-(trifluoromethyl)-1H,1'H-[4,6'-biindazol]-1-yl)acetyl)glycylglycine FC=1C=C2C=NN(C2=CC1C=1C=2C(=NN(C2C=CC1)CC(=O)NCC(=O)NCC(=O)O)C(F)(F)F)C